bipyridine zinc [Zn].N1=C(C=CC=C1)C1=NC=CC=C1